C(C)(C)(C)N(C(O)=O)[C@H](C=C)[C@@H](C)O.CNC(C1=CN=CC(=C1)C#CC=1C=NN(C1)C)=O N-methyl-5-((1-methyl-1H-pyrazol-4-yl)ethynyl)nicotinamide tert-butyl-(3R,4R)-4-hydroxypent-1-en-3-ylcarbamate